(R or S)-N-(6-bromo-7-chloroisoquinolin-3-yl)-6-oxaspiro[2.5]octane-1-carboxamide BrC=1C=C2C=C(N=CC2=CC1Cl)NC(=O)[C@@H]1CC12CCOCC2 |o1:15|